C1(=CC=CC2=CC=CC=C12)S(=O)(=O)O.FC1=CC=C(C(=O)C=2C=CC3=C(C(=C(O3)NC)C=3CC4CCCCN4CC3)C2)C=C1 5-(4-fluorobenzoyl)-N-methylamino-3-(1,4,5,6,7,8,9-heptahydroquinolizin-2-yl)-benzofuran naphthalene-1-sulfonate